magnesium oxy sulphate S1(=O)(=O)OOO1.[Mg]